C(C)(C)C1CC2C(CC1C=C2C)C=O 8-Isopropyl-6-methyl-bicyclo[2.2.2]oct-5-ene-2-carbaldehyde